2-amino-4,6-dibromopyrimidine NC1=NC(=CC(=N1)Br)Br